CC=1SC(=C(N1)C)C1=CC=C(C=N1)S(=O)(=O)NC=1C=CC=C2C=NN(C12)C 6-(2,4-DIMETHYLTHIAZOL-5-YL)-N-(1-METHYL-1H-INDAZOL-7-YL)PYRIDINE-3-SULFONAMIDE